O1COC2=C1C=CC(=C2)C2(CC2)C(=O)NC2=CC(=C(C=C2)C)C2=NC=CC=C2 1-(1,3-Benzodioxol-5-yl)-N-[4-methyl-3-(2-pyridinyl)phenyl]-cyclopropanecarboxamide